methyl 5-amino-7-(4-(trifluoromethoxy) phenyl)-2,3-dihydrobenzofuran-4-carboxylate NC1=CC(=C2C(CCO2)=C1C(=O)OC)C1=CC=C(C=C1)OC(F)(F)F